COC1=CC=C(C=C1)C(OC[C@]1(O[C@H](CNC1)N1C(NC(C(=C1)C)=O)=O)CO[Si](C(C)C)(C(C)C)C(C)C)(C1=CC=CC=C1)C1=CC=C(C=C1)OC 1-[(2R,6S)-6-[[bis(4-methoxy-phenyl)-phenyl-methoxy]methyl]-6-(triisopropyl-silyloxymeth-yl)-morpholin-2-yl]-5-methyl-pyrimidine-2,4-dione